1,3-Diphenylpropanone C1(=CC=CC=C1)CC(CC1=CC=CC=C1)=O